3-(6-chloroindolyl)alanine ClC1=CC=C2C=C(NC2=C1)C[C@H](N)C(=O)O